ClC1C=CNN1C(C)C 5-chloro-N-isopropylpyrazoline